Cl.FC(CCC)(F)C1=CC2=C(C=N1)C(CN2C(CN2[C@H](CN[C@@H](C2)C)CN2CCOCC2)=O)(C)C 1-[6-(1,1-Difluorobutyl)-3,3-dimethyl-1H,2H,3H-pyrrolo[3,2-c]pyridin-1-yl]-2-[(2R,5R)-5-methyl-2-(morpholin-4-ylmethyl)piperazin-1-yl]ethan-1-one hydrochloride